C(CCCCCCC\C=C/C\C=C/CCCCC)OCC(CN(C)C)OCCCCCCCC\C=C/C\C=C/CCCCC 1,2-Di-linoleyloxy-N,N-dimethyl-3-aminopropane